tert-butyl 7-({5-[(cyclopropanesulfonyl)methyl]pyridin-2-yl}amino)-1,2,3,4-tetrahydro-2,6-naphthyridine-2-carboxylate C1(CC1)S(=O)(=O)CC=1C=CC(=NC1)NC1=NC=C2CCN(CC2=C1)C(=O)OC(C)(C)C